1-(5-bromo-2-methyl-2H-1,2,3-triazol-4-yl)-N-methylethan-1-amine BrC=1C(=NN(N1)C)C(C)NC